C(NC=1C(=CC=CC1)C)NC=1C(=CC=CC1)C methylenebis(2-toluidine)